F[C@@H]1[C@@H](C1)NC(=O)C1=CN=C2N1N=C(C=C2NC)NC2=CC(=CC=C2)C=O N-((1R,2S)-2-fluorocyclopropyl)-6-((3-formylphenyl)amino)-8-(methylamino)imidazo[1,2-b]pyridazine-3-carboxamide